FC(C(=O)O)(F)F.ClC=1C=C(OC2CCC(CC2)NC(=O)C2=CC=C(N=N2)C2CCN(CC2)CC(=O)O)C=CC1C#N 2-(4-(6-(((1r,4r)-4-(3-chloro-4-cyanophenoxy)cyclohexyl)carbamoyl)pyridazin-3-yl)piperidin-1-yl)acetic acid, trifluoroacetic acid salt